C(N1C(N(C2=NC(=NC=C12)NC=1C(=CC=2N(C1)C=NN2)C)C2CCOCC2)=O)([2H])([2H])[2H] 7-(Methyl-d3)-2-((7-methyl-[1,2,4]triazolo[4,3-a]pyridin-6-yl)amino)-9-(Tetrahydro-2H-pyran-4-yl)-7,9-dihydro-8H-purin-8-one